BrC=1C(=C(C=CC1)N(C(OC(C)(C)C)=O)CC(F)F)F tert-butyl (3-bromo-2-fluorophenyl)(2,2-difluoroethyl)carbamate